N5-((1R,5S,6r)-3-Oxabicyclo[3.1.0]hexan-6-yl)-N3-methyl-1-(1-(1-tosyl-1H-indol-4-yl)ethyl)-1H-pyrazole-3,5-dicarboxamide [C@H]12COC[C@@H]2C1NC(=O)C1=CC(=NN1C(C)C1=C2C=CN(C2=CC=C1)S(=O)(=O)C1=CC=C(C)C=C1)C(=O)NC